FC(C1=NNC(=C1C(=O)O)F)F 3-(difluoromethyl)-5-fluoro-1H-pyrazole-4-carboxylic acid